[18F]CC(COC1=CC2=C(N=C(S2)\C=C\C=C\C=2C=NC(=CC2)NC)C=C1)O 1-[18F]fluoro-3-(2-((1E,3E)-4-(6-(methylamino)pyridine-3-yl)buta-1,3-dienyl)benz[d]thiazole-6-yloxy)propan-2-ol